(S)-2-(3,4-dichlorophenyl)-1-(4-((5R,7R)-7-hydroxy-5-methyl-6,7-dihydro-5H-cyclopenta[d]pyrimidin-4-yl)piperazin-1-yl)-3-(tetrahydro-2H-pyran-4-ylamino)propan-1-one ClC=1C=C(C=CC1Cl)[C@H](C(=O)N1CCN(CC1)C=1C2=C(N=CN1)[C@@H](C[C@H]2C)O)CNC2CCOCC2